4-(cyanomethoxy)phenylboronic acid C(#N)COC1=CC=C(C=C1)B(O)O